N12N3C(CN(CCCC1)C2)=CCC(=C3)C(=O)N 2,3,4,5,7,9-hexahydro-1,6-methanopyrido[1,2-b][1,2,5]triazonine-10-carboxamide